CC=1C=NNC1C(=O)O 4-methyl-1H-pyrazole-5-carboxylic acid